naphthaleneCarboxamide C1=CC=C2C(=C1)C=CC=C2C(=O)N